BrC1=C(N)C=C(C=C1)Br 2,5-Dibromoaniline